7-Chloro-2-methyl-5-(4,4,5,5-tetramethyl-1,3,2-dioxaborolan-2-yl)indazole ClC1=CC(=CC2=CN(N=C12)C)B1OC(C(O1)(C)C)(C)C